4-{5-[(1S,2S)-2-fluorocyclopropyl]-1,2,4-oxadiazol-3-yl}-N,4-dimethylpiperidine-1-carboxamide F[C@@H]1[C@@H](C1)C1=NC(=NO1)C1(CCN(CC1)C(=O)NC)C